O1C=CC2=C1C=C(C=C2)S(=O)(=O)N2C=C(C=C2C=2C(=NC=CC2)F)CN(C(OC(C)(C)C)=O)C tert-butyl N-{[1-(1-benzofuran-6-sulfonyl)-5-(2-fluoropyridin-3-yl)-1H-pyrrol-3-yl]methyl}-N-methylcarbamate